CC1(OB(OC1(C)C)C=1C=C(C=NC1)[C@H](C#N)C)C |r| racemic-2-(5-(4,4,5,5-tetramethyl-1,3,2-dioxaborolan-2-yl)pyridin-3-yl)propanenitrile